BrC=1N=C(N(C1)CC1=CC(=CC(=C1)F)F)C(=O)OC methyl 4-bromo-1-(3,5-difluorobenzyl)-1H-imidazole-2-carboxylate